C(C)(C)(C)OC(CNC1=CC(=C(C=C1)Cl)F)=O 2-((4-chloro-3-fluorophenyl)amino)acetic acid tert-butyl ester